BrCCC1(C(N(CC1)CC1=CC=C(C=C1)OC)=O)C(=O)OCC ethyl 3-(2-bromoethyl)-1-(4-methoxybenzyl)-2-oxopyrrolidine-3-carboxylate